2-(3-((5-fluoro-4-(methyl-(phenyl)amino)pyrimidin-2-yl)oxy)pyrrolidin-1-yl)acetamide FC=1C(=NC(=NC1)OC1CN(CC1)CC(=O)N)N(C1=CC=CC=C1)C